BrC=1C=C(C=NC1)NC1(CN(C1)C(=O)OC(C)(C)C)C tert-butyl 3-[(5-bromo-3-pyridyl)amino]-3-methyl-azetidine-1-carboxylate